8-bromo-6-fluoro-3,4-dihydronaphthalen BrC=1C=C(C=C2CCC=CC12)F